C([C@H](CC)C1=C(C=CC(=C1)C)S(=O)(=O)[O-])C1=C(C=CC(=C1)C)S(=O)(=O)[O-] (2S)-but-1,2-diylbis(4-methylbenzene-1-sulfonate)